COCCNC=1C2=C(N=C(N1)NC1=CC=C(C=3OCCOC31)C(=O)N3CCOCC3)NC=C2C(=O)N 4-((2-methoxyethyl)amino)-2-((8-(morpholine-4-carbonyl)-2,3-dihydrobenzo[b][1,4]dioxin-5-yl)amino)-7H-pyrrolo[2,3-d]pyrimidine-5-carboxamide